C(C(C)C)(=O)OC1=C(C=C(C=C1C=NC=1C=NC=CC1)Cl)O 4-chloro-2-hydroxy-6-((pyridin-3-ylimino)-methyl)phenyl isobutyrate